3-(1H-benzo[d]imidazol-2-yl)-7-(bis(2-hydroxyethyl)amino)-2H-chromen-2-one N1C(=NC2=C1C=CC=C2)C=2C(OC1=CC(=CC=C1C2)N(CCO)CCO)=O